3-{[(6-Aminopyridin-3-yl)methyl]amino}-N-[(1S,2S)-2-hydroxycyclohexyl]-4-methylbenzamide NC1=CC=C(C=N1)CNC=1C=C(C(=O)N[C@@H]2[C@H](CCCC2)O)C=CC1C